C(C)(=O)SCC1CCN(CC1)C1=NC=C(C=N1)C(F)(F)F S-((1-(5-(trifluoromethyl) pyrimidin-2-yl) piperidin-4-yl) methyl) thioacetate